(S)-6-allyl-2-((4-((2-hydroxy-1-phenylethyl)amino)-5-(1,3,4-oxadiazol-2-yl)pyrimidin-2-yl)amino)-7,7-dimethyl-6,7-dihydro-5H-pyrrolo[3,4-b]pyridin-5-one C(C=C)N1C(C2=NC(=CC=C2C1=O)NC1=NC=C(C(=N1)N[C@H](CO)C1=CC=CC=C1)C=1OC=NN1)(C)C